(5-((6-((S)-3-benzylisoxazolidin-2-yl)pyrimidin-4-yl)amino)-2-((1r,4r)-5-ethyl-2,5-diazabicyclo[2.2.1]hept-2-yl)-4-methoxyphenyl)acrylamide C(C1=CC=CC=C1)[C@@H]1N(OCC1)C1=CC(=NC=N1)NC=1C(=CC(=C(C1)C(C(=O)N)=C)N1[C@H]2CN([C@@H](C1)C2)CC)OC